tert-butyl (1R,5R)-6-[6-[(8-fluoro-2-methyl-imidazo[1,2-a]pyridin-6-yl)carbamoyl]thieno[2,3-b]pyrazin-3-yl]-3,6-diazabicyclo[3.2.0]heptane-3-carboxylate FC=1C=2N(C=C(C1)NC(=O)C1=CC=3C(=NC(=CN3)N3[C@H]4CN(C[C@H]4C3)C(=O)OC(C)(C)C)S1)C=C(N2)C